C(C)(C)(C)NS(=O)(=O)C=1C(=C(C=CC1)NC(C1=C(N=C(C=C1)NC(CO)(C)C)N1CCC2(CC2)CC1)=O)F N-(3-(N-(tert-butyl)sulfamoyl)-2-fluorophenyl)-6-((1-hydroxy-2-methylpropan-2-yl)amino)-2-(6-azaspiro[2.5]octan-6-yl)nicotinamide